ClC=1C(=C(OCOCC[Si](C)(C)C)C=CC1Cl)\C=C\[N+](=O)[O-] (2-[3,4-dichloro-2-[(E)-2-nitroethenyl]phenoxymethoxy]ethyl)trimethylsilane